tert-butyl N-[(3R)-7-(5-tert-butyl-1,3,4-oxadiazol-2-yl)-5-[[4-(4-cyclopropylpiperazin-1-yl)phenyl]methyl]-1,1,4-trioxo-2,3-dihydro-1λ6,5-benzothiazepin-3-yl]carbamate C(C)(C)(C)C1=NN=C(O1)C=1C=CC2=C(N(C([C@H](CS2(=O)=O)NC(OC(C)(C)C)=O)=O)CC2=CC=C(C=C2)N2CCN(CC2)C2CC2)C1